N-(2-Chloro-6-methylpyrimidin-4-yl)-4-(N-(3-methyloxetan-3-yl)sulfamoyl)-2-(6-azaspiro[2.5]octan-6-yl)benzamide ClC1=NC(=CC(=N1)NC(C1=C(C=C(C=C1)S(NC1(COC1)C)(=O)=O)N1CCC2(CC2)CC1)=O)C